1-(4-(2-chloro-4-((5-chloro-4-(1-(ethylsulfanyl)-1H-indol-3-yl)pyrimidin-2-yl)amino)-5-methoxyphenyl)piperazin-1-yl)ethan-1-one ClC1=C(C=C(C(=C1)NC1=NC=C(C(=N1)C1=CN(C2=CC=CC=C12)SCC)Cl)OC)N1CCN(CC1)C(C)=O